NCC12COC(C1)(C2)CNC(OC(C)(C)C)=O tert-butyl ((4-(aminomethyl)-2-oxabicyclo[2.1.1]hexan-1-yl)methyl)carbamate